N-(6-((1H-pyrazol-1-yl)methyl)-4-methoxyisoxazolo[4,5-c]pyridin-3-yl)-6-methoxybenzofuran-7-sulfonamide-2-d N1(N=CC=C1)CC1=CC2=C(C(=N1)OC)C(=NO2)NS(=O)(=O)C2=C(C=CC=1C=C(OC12)[2H])OC